N-(5-{2-[3-(2,2,2-trifluoroethyl)phenoxy]ethyl}-1H-indol-3-yl)acetamide FC(CC=1C=C(OCCC=2C=C3C(=CNC3=CC2)NC(C)=O)C=CC1)(F)F